(1r,3s)-3-{3-[1-(tert-butoxycarbonyl)-3-hydroxyazetidin-3-yl]piperidin-1-yl}-1-methylcyclobutane-1-carboxylic acid C(C)(C)(C)OC(=O)N1CC(C1)(O)[C@@H]1CN(CCC1)C1CC(C1)(C(=O)O)C